NC1=C2C=CC=NC2=C(C=C1C(=O)C=1C2=CN(N=C2C(=CC1)F)C1OCCCC1)OC(F)(F)F [5-amino-8-(trifluoromethoxy)quinolin-6-yl]-[7-fluoro-2-(oxan-2-yl)indazol-4-yl]methanone